ClC1=NC=C(C(=N1)NCC1=CC=C(C=C1)N1N=C(C=C1)C(F)(F)F)NC 2-chloro-N5-methyl-N4-(4-(3-(trifluoromethyl)-1H-pyrazol-1-yl)benzyl)pyrimidine-4,5-diamine